(1,3-dimethyl-2-phenoxy-butyl) (2S)-2-[(4-formamido-3-hydroxy-pyridine-2-carbonyl)amino]propanoate C(=O)NC1=C(C(=NC=C1)C(=O)N[C@H](C(=O)OC(C(C(C)C)OC1=CC=CC=C1)C)C)O